ClC=1C=C2C(=C(C1Cl)Cl)NC([C@]21CN(CC1)C(CO)=O)=O (3S)-5,6,7-trichloro-1'-(2-hydroxyacetyl)-1H-spiro[indol-3,3'-pyrrolidin]-2-one